COC1=NC(=NC=C1)NC1=CC(=NC=C1C1=NN(C=C1)C)NC(C)=O N-(4-((4-methoxypyrimidin-2-yl)amino)-5-(1-methyl-1H-pyrazol-3-yl)pyridin-2-yl)acetamide